N-[5-(difluoromethoxy)-4,6-dimethoxy-pyrimidin-2-yl]-6-fluoro-1H-indole-3-sulfonamide FC(OC=1C(=NC(=NC1OC)NS(=O)(=O)C1=CNC2=CC(=CC=C12)F)OC)F